C1(CC1)C1=CC=2N(C(=C1)N1C(N(C(C1)=O)C)=O)N=C(C2)C=O 5-cyclopropyl-7-(3-methyl-2,4-dioxoimidazolidin-1-yl)pyrazolo[1,5-a]pyridine-2-carbaldehyde